2-aminopentanol NC(CO)CCC